(2S,4S)-N-((4-carbamimidoylthiophen-2-yl)methyl)-4-cyclopentyl-1-((4-phenoxybenzoyl)glycyl)pyrrolidine-2-carboxamid C(N)(=N)C=1C=C(SC1)CNC(=O)[C@H]1N(C[C@@H](C1)C1CCCC1)C(CNC(C1=CC=C(C=C1)OC1=CC=CC=C1)=O)=O